C(C)(C)(C)OC(=O)C1=NC(=CC=C1C1=C(C(=CC=C1)OC1CCCCC1)C(F)(F)F)N1CC2=C(C=CC=C2CC1)C(NC=1SC2=C(N1)C=CC=C2)=O 6-[8-(1,3-benzothiazol-2-ylcarbamoyl)-3,4-dihydroisoquinolin-2(1H)-yl]-3-[3-(cyclohexyloxy)-2-(trifluoromethyl)phenyl]pyridine-2-carboxylic acid tert-butyl ester